S-(1-methoxycarbonylethyl) dithiocarbonate C(SC(C)C(=O)OC)([O-])=S